ClC1=CC=C(C=C1)C1=CN=C(O1)S(=O)(=O)CC1=CC=C(C=C1)F 5-(4-chlorophenyl)-2-((4-fluorobenzyl)sulfonyl)oxazole